ClC=1N=NC=C(C1[C@@H](C)OC=1C=C2C(=NNC2=CC1)C=1C=CC(=NC1)N1CC2(COC2)C1)Cl (R)-6-(5-(5-(1-(3,5-dichloropyridazin-4-yl)ethoxy)-1H-indazol-3-yl)pyridin-2-yl)-2-oxa-6-azaspiro[3.3]heptane